9-(1-(4,4-difluorocyclohexyl)-1H-pyrazol-4-yl)-6-isopropyl-10-methoxy-2-oxo-6,7-dihydro-2H-pyrido[2,1-a]phthalazine-3-carboxylic acid FC1(CCC(CC1)N1N=CC(=C1)C=1C=C2CN(N3C(C2=CC1OC)=CC(C(=C3)C(=O)O)=O)C(C)C)F